4-methoxy-5-(oxazolidin-4-yl)-2H-indazole-7-carboxylic acid methyl ester COC(=O)C1=CC(=C(C2=CNN=C12)OC)C1NCOC1